5-Methoxytryptamine COC1=CC=C2NC=C(CCN)C2=C1